4-(2-sulfonatoethyl)morpholin-4-ium S(=O)(=O)([O-])CC[NH+]1CCOCC1